N1N=NC=2N1C(C=CN2)=O tetrazolo[1,5-a]pyrimidin-7-one